2,3-di(4-aminonaphthoxy)anthracene NC1=CC=C(C2=CC=CC=C12)OC1=CC2=CC3=CC=CC=C3C=C2C=C1OC1=CC=C(C2=CC=CC=C12)N